2-(4-iodophenyl)-1,3-oxazole-4-sulfonyl chloride IC1=CC=C(C=C1)C=1OC=C(N1)S(=O)(=O)Cl